piperidine-4-carboxylic acid isopropyl ester C(C)(C)OC(=O)C1CCNCC1